C1(CC1)N1C=C([C@H]2[C@H](O)[C@H](O)[C@@H](CO)O2)C(NC1=O)=O N1-cyclopropylpseudouridine